(E)-3-(2-(isobutylsulfanyl)-6-(trifluoromethyl)pyridin-3-yl)-N-(2-oxo-2,3-dihydro-1H-benzo[d]imidazol-4-yl)acrylamide Methyl-5-bromo-4-chloro-6-oxo-1,6-dihydropyridine-2-carboxylate COC(=O)C=1NC(C(=C(C1)Cl)Br)=O.C(C(C)C)SC1=NC(=CC=C1/C=C/C(=O)NC1=CC=CC=2NC(NC21)=O)C(F)(F)F